4-[5-[(1R)-2-amino-1-fluoroethyl]pyridin-2-yl]-3-[5-(dimethylamino)-2-methylpyrazol-3-yl]oxybenzonitrile NC[C@H](F)C=1C=CC(=NC1)C1=C(C=C(C#N)C=C1)OC=1N(N=C(C1)N(C)C)C